C(#C)[Si](C1=C(C=CC=C1)C(F)(F)F)(C1=C(C=CC=C1)C(F)(F)F)C1=C(C=CC=C1)C(F)(F)F ethynyl-tris(2-trifluoromethylphenyl)silane